Methyl diphenylmethanedicarbamate C1(=CC=CC=C1)C(NC(=O)OC)(NC(=O)[O-])C1=CC=CC=C1